[Si](C)(C)(C(C)(C)C)C=1N(C=CN1)C1=CC=CC=C1 2-(Tert-Butyldimethylsilyl)-1-phenyl-1H-imidazole